1-((2R,4S,5R)-4-(benzyloxy)-5-((benzyloxy)methyl)-5-methyltetrahydrofuran-2-yl)-2,4-dioxo-1,2,3,4-tetrahydropyrimidine-5-carbonitrile C(C1=CC=CC=C1)O[C@H]1C[C@@H](O[C@]1(C)COCC1=CC=CC=C1)N1C(NC(C(=C1)C#N)=O)=O